1-(5-(difluoromethyl)pyrimidin-2-yl)ethan-1-ol FC(C=1C=NC(=NC1)C(C)O)F